(±)-8-benzyl-6,6-difluoro-8-azabicyclo[3.2.1]octan-3-yl acetate C(C)(=O)OC1CC2CC(C(C1)N2CC2=CC=CC=C2)(F)F